NC1=NC=2CCNC(C2C=C1)=O 2-amino-7,8-dihydro-1,6-naphthyridin-5(6H)-one